N1(N=NC=C1)C1=C(C=C(C=N1)NC(=O)C=1C=NN(C1C(F)(F)F)C1=C2C=CC=NC2=CC=C1)C(F)(F)F N-(6-(1H-1,2,3-Triazol-1-yl)-5-(trifluoromethyl)pyridin-3-yl)-1-(chinolin-5-yl)-5-(trifluoromethyl)-1H-pyrazol-4-carboxamid